3-(3,5-dimethyl-4-hydroxyphenyl)acrylic acid CC=1C=C(C=C(C1O)C)C=CC(=O)O